C=1(C(=CC=CC1)B(O)O)C=1C(=CC=CC1)B(O)O 2,2'-biphenyldiboronic acid